ClC=1C=C(C=C2C(=C(C=NC12)C#N)NCC(C)(C)C)N[C@@H](C=1C(=NC(=CC1)F)C)C=1N=NN(C1)CC1(CC1)C(F)F (S)-8-chloro-6-(((1-((1-(difluoromethyl)cyclopropyl)meth-yl)-1H-1,2,3-triazol-4-yl)(6-fluoro-2-methylpyridin-3-yl)methyl)amino)-4-(neopentylamino)quinoline-3-carbonitrile